N-(piperidin-4-yl)Piperidine-4-carboxamide tert-butyl-(2R,5S)-2-((R)-(3-fluorophenyl)(hydroxy)methyl)-5-(4-methoxybenzyl)pyrrolidine-1-carboxylate C(C)(C)(C)OC(=O)N1[C@H](CC[C@H]1CC1=CC=C(C=C1)OC)[C@H](O)C1=CC(=CC=C1)F.N1CCC(CC1)NC(=O)C1CCNCC1